C1(CC1)NC1=NC(N(C=C1C#C)C=1N=C(OC1C1=CC=CC=C1)C1=CC=C(C=C1)F)=O 4-(Cyclopropylamino)-5-ethynyl-1-(2-(4-fluorophenyl)-5-phenyloxazol-4-yl)pyrimidin-2(1H)-one